3-(4-(3-hydroxy-3-(hydroxymethyl)azetidin-1-yl)-1-(4-(trifluoromethoxy)phenyl)-1H-pyrazolo[3,4-b]pyridin-3-yl)azetidine-1-carboxylic acid tert-butyl ester C(C)(C)(C)OC(=O)N1CC(C1)C1=NN(C2=NC=CC(=C21)N2CC(C2)(CO)O)C2=CC=C(C=C2)OC(F)(F)F